[N+](=O)([O-])C1=CC=C(C=C1)C(C(=O)O)=O 2-(4-nitrophenyl)-2-oxoacetic acid